[3-methyl-5-(1-methyl-1H-imidazol-4-yl)-1H-pyrazol-1-yl]acetonitrile CC1=NN(C(=C1)C=1N=CN(C1)C)CC#N